ClC1=CC=C(CN2C3(CN(C3)C=3SC4=C(N3)CCOC4)C(N(CC2=O)C(C)C)=O)C=C1 5-(4-chlorobenzyl)-2-(6,7-dihydro-4H-pyrano[4,3-d]thiazol-2-yl)-8-isopropyl-2,5,8-triazaspiro[3.5]nonane-6,9-dione